(R)-N-(2-hydroxyethyl)-1,2,3,4-tetrahydronaphthalene-1-carboxamide OCCNC(=O)[C@@H]1CCCC2=CC=CC=C12